C(C)C1N(C2=CC(=C(C=C2C1)F)S(=O)(=O)N)C(=O)C=1CC2=CC=C(C=C2C1)C1=NC=CC=C1 2-ethyl-5-fluoro-1-[(2R)-5-(2-pyridinyl)indene-2-carbonyl]indoline-6-sulfonamide